N-(5-chloro-6-(2H-1,2,3-triazol-2-yl)pyridin-3-yl)-2,3,4',5,6-pentafluoro-2'-propiolamido-[1,1'-biphenyl]-4-carboxamide ClC=1C=C(C=NC1N1N=CC=N1)NC(=O)C1=C(C(=C(C(=C1F)F)C1=C(C=C(C=C1)F)NC(C#C)=O)F)F